FC(C1=CC=C(C=C1)C1CCC(CC1)N1CC2(CS(C2)(=O)=O)CC1)(F)F 6-((1s,4s)-4-(4-(Trifluoromethyl)phenyl)cyclohexyl)-2-thia-6-azaspiro[3.4]octane 2,2-dioxide